1-ethyl-5-nitro-1H-indole-3-carboxylic acid C(C)N1C=C(C2=CC(=CC=C12)[N+](=O)[O-])C(=O)O